FC1(CCN(CC1)C1=CC=CC(=N1)C(=O)NC1=C(C=C(C=C1)S(NCCO)(=O)=O)N1CCC2(CC2)CC1)F 6-(4,4-difluoropiperidin-1-yl)-N-(4-(N-(2-hydroxyethyl)sulfamoyl)-2-(6-azaspiro[2.5]octan-6-yl)phenyl)picolinamide